N-[1-[3-(1,2,4-triazol-1-yl)pyrazin-2-yl]ethyl]-3,5-bis(trifluoromethyl)benzamide N1(N=CN=C1)C=1C(=NC=CN1)C(C)NC(C1=CC(=CC(=C1)C(F)(F)F)C(F)(F)F)=O